(3R,4R)-N-{7-bromo-5-fluoropyrrolo[2,1-f][1,2,4]triazin-2-yl}-3-fluoropiperidin-4-amine trifluoroacetate FC(C(=O)O)(F)F.BrC1=CC(=C2C=NC(=NN21)N[C@H]2[C@@H](CNCC2)F)F